ONC(=O)C1=CC2=C(CN([C@@H](CO2)C2=C(C=CC=C2)C(F)(F)F)C(=O)C2(CCOCC2)C)C=C1 (R)-N-hydroxy-4-(4-methyltetrahydro-2H-pyran-4-carbonyl)-3-(2-(trifluoromethyl)phenyl)-2,3,4,5-tetrahydrobenzo[f][1,4]oxazepine-8-carboxamide